OC[C@H](C)N1N(C(CC=C1C1=CC=C(C=C1)C)=O)C=1C=NC=CC1 N-[(2S)-1-hydroxypropan-2-yl]-6-(4-methylphenyl)-3-oxo-2-(pyridin-3-yl)-2,3-dihydropyridazine